C(C=C)(=O)OCCC=1C2(CCC(C1)C2)C(=O)N acryloyloxyethylenenorbornenecarboxamide